[F-].C(C(C)C)NCC(C)C diisobutylamine fluoride